ethyl (Z)-2-acetyl-4-methyltridec-2-enoate C(C)(=O)/C(/C(=O)OCC)=C/C(CCCCCCCCC)C